21-Acetoxypregnenol C(C)(=O)OC(=C[C@H]1CC[C@H]2[C@@H]3CCC4CCCC[C@]4(C)[C@H]3CC[C@]12C)O